ClC=1C=C2C=C(C(OC2=C(C1)Cl)=O)C(C(F)(F)F)(O)C=1NC(=C(C1C)CC)C 6,8-dichloro-3-(1-(4-ethyl-3,5-dimethyl-1H-pyrrol-2-yl)-2,2,2-trifluoro-1-hydroxyethyl)-2H-chromen-2-one